C(C)OC1=CN=CC(=N1)C=1SC(=CN1)C(=O)OC methyl 2-(6-ethoxypyrazin-2-yl)-1,3-thiazole-5-carboxylate